O=C1NC(CCC1N1C(N(C2=C1C=CC(=C2)C=CCN(C(OC(C)(C)C)=O)C)C)=O)=O tert-butyl N-[3-[1-(2,6-dioxo-3-piperidyl)-3-methyl-2-oxo-benzimidazol-5-yl]allyl]-N-methyl-carbamate